4-(((2R)-1-(3a-benzyl-2-methyl-3-oxo-2,3,3a,4,6,7-hexahydro-5H-pyrazolo[4,3-c]pyridin-5-yl)-3-(benzyloxy)-1-oxopropan-2-yl)carbamoyl)piperidine-1-carboxylic acid tert-butyl ester C(C)(C)(C)OC(=O)N1CCC(CC1)C(N[C@@H](C(=O)N1CC2(C(CC1)=NN(C2=O)C)CC2=CC=CC=C2)COCC2=CC=CC=C2)=O